1-N'-(4-fluorophenyl)-1-N-[4-[7-(5-fluoropyridin-3-yl)quinolin-4-yl]Oxyphenyl]Cyclopropane-1,1-dicarboxamide FC1=CC=C(C=C1)NC(=O)C1(CC1)C(=O)NC1=CC=C(C=C1)OC1=CC=NC2=CC(=CC=C12)C=1C=NC=C(C1)F